CC=1C=C2C(=NC1)N=C(N2)C(=O)O 6-methylimidazo[4,5-b]pyridine-2-carboxylic acid